N1C=C(C2=CC=CC=C12)CCC1N(CCC2=CC(=C(C=C12)OC1CCCC1)OC)C=O 1-(2-(1H-indol-3-yl)ethyl)-7-(cyclopentyloxy)-6-methoxy-3,4-dihydroisoquinoline-2(1H)-formaldehyde